NC=1C=C2C(N(C=NC2=CC1)C=1C=NC=CC1)=O 6-amino-3-(pyridin-3-yl)quinazolin-4(3H)-one